3-hydroxy-4-methyl-pentanehydrazide OC(CC(=O)NN)C(C)C